[O-][W](=O)(=O)[O-].[Na+].[Na+] The molecule is an inorganic sodium salt having tungstate as the counterion. Combines with hydrogen peroxide for the oxidation of secondary amines to nitrones. It has a role as a reagent. It contains a tungstate.